C1(CC1)N(C1=C(C(=NC=N1)NC[C@@H]1[C@H](CN(CC1)C(C(=O)O)C1CCOCC1)O)F)CC1=CC=C(C=C1)C(F)(F)F ((3R,4R)-4-(((6-(Cyclopropyl(4-(trifluoromethyl)benzyl)amino)-5-fluoropyrimidin-4-yl)amino)methyl)-3-hydroxypiperidin-1-yl)-2-(tetrahydro-2H-pyran-4-yl)acetic acid